2-amino-N-[(3R,4R)-4-{4-[(2-fluoro-6-hydroxy-3-methoxyphenyl)methyl]benzamido}pyrrolidin-3-yl]pyrimidine-4-carboxamide NC1=NC=CC(=N1)C(=O)N[C@@H]1CNC[C@H]1NC(C1=CC=C(C=C1)CC1=C(C(=CC=C1O)OC)F)=O